C(=O)O.FC1=C(C#N)C=CC=C1 2-fluorobenzonitrile formate